SCC(C(=O)O)=O.FC1=CC=C2C=NC(=NC2=C1C=1C=C(C=CC1)NC(C=C)=O)NC=1C=NC(=CC1)N1CCCCC1 N-(3-(7-fluoro-2-((6-(piperidin-1-yl)pyridin-3-yl)amino)quinazolin-8-yl)phenyl)acrylamide mercapto-pyruvate